2-(2-(1-((R)-cyclopropyl-(2,6-dichloro-3-cyclopropylphenyl)methyl)-1H-[1,2,3]triazolo[4,5-c]pyridin-6-yl)phenyl)propanoic acid C1(CC1)[C@@H](N1N=NC=2C=NC(=CC21)C2=C(C=CC=C2)C(C(=O)O)C)C2=C(C(=CC=C2Cl)C2CC2)Cl